ClC=1C=C2[C@@H](CO[C@H](C2=CC1)[C@H]1O[C@H]([C@@H]([C@@H]1O)O)N1C=CC2=C1N=CN=C2C)F (2S,3S,4R,5R)-2-((1R,4S)-6-chloro-4-fluoroisochroman-1-yl)-5-(4-methyl-7H-pyrrolo[2,3-d]pyrimidin-7-yl)tetrahydrofuran-3,4-diol